COC1=C(C(=CC=C1)OC)C1=CN(C2=NC(=CC=C21)NC(=O)C2CC21CNC1)COCC[Si](C)(C)C N-[3-(2,6-dimethoxyphenyl)-1-{[2-(trimethylsilyl)ethoxy]methyl}pyrrolo[2,3-b]pyridin-6-yl]-5-azaspiro[2.3]hexane-1-carboxamide